N1C(C=CC2=CC=CC=C12)=O azanaphthalen-2(1H)-one